C(C1=CC=CC=C1)N(C=1C=CC(=C(C(=O)OC)C1)OC)CC1=CC=CC=C1 methyl 5-(dibenzylamino)-2-methoxybenzoate